4-{[5-(1-methyl-1H-pyrazol-4-yl)thiophen-2-yl]methyl}-2,4-dihydro-3H-1,2,4-triazol-3-one CN1N=CC(=C1)C1=CC=C(S1)CN1C(NN=C1)=O